2-[2-(propargyloxy)ethoxy]ethylamine C(C#C)OCCOCCN